NC=1N=C(C2=C(N1)CN(C2=O)CC2CC1(CC1)CCC2)C(F)(F)F 2-amino-6-(spiro[2.5]oct-5-ylmethyl)-4-(trifluoromethyl)-6,7-dihydro-5H-pyrrolo[3,4-d]pyrimidin-5-one